CN(C1(CCC1)CNC=1C2=C(N=C(N1)OCC13CCCN3CCC1)C(=C(N=C2)C2=CC=CC1=CC=C(C(=C21)C#C[Si](C(C)C)(C(C)C)C(C)C)F)F)C N-((1-(dimethylamino)cyclobutyl)methyl)-8-fluoro-7-(7-fluoro-8-((triisopropylsilyl)ethynyl)naphthalen-1-yl)-2-((hexahydro-1H-pyrrolizin-7a-yl)methoxy)pyrido[4,3-d]pyrimidin-4-amine